COC(=O)C1=CC2=C(N=C(N2)C2=CC=C(C=C2)N)C=C1 2-(4-amino-phenyl)-3H-benzimidazole-5-carboxylic acid methyl ester